2-{3-[(2-fluoro-4-methane-sulfonylphenyl)-amino]prop-1-yn-1-yl}-N-(1-methyl-piperidin-4-yl)-1-(2,2,2-trifluoroethyl)-1H-indol-4-amine FC1=C(C=CC(=C1)S(=O)(=O)C)NCC#CC=1N(C=2C=CC=C(C2C1)NC1CCN(CC1)C)CC(F)(F)F